2,5-dihydroxy-4-n-dodecylbenzenesulfonate OC1=C(C=C(C(=C1)CCCCCCCCCCCC)O)S(=O)(=O)[O-]